1-methoxy-2-methyl-1-triethylsiloxypropene tert-butyl-rac-(3aS,6aS)-1-(6-chloropyridazin-3-yl)-2,3,3a,4,6,6a-hexahydropyrrolo[3,4-b]pyrrole-5-carboxylate C(C)(C)(C)OC(=O)N1C[C@H]2N(CC[C@H]2C1)C=1N=NC(=CC1)Cl.COC(=C(C)C)O[Si](CC)(CC)CC |r|